O=C1N[C@H]2[C@@H](N1)CS[C@H]2CCCCC(=O)NCCOCCOCCOC=2C=C(OC1=CC=C(C=N1)C(=O)O)C=CC2 6-[3-[2-[2-[2-[5-[(3aS,4S,6aR)-2-oxo-1,3,3a,4,6,6a-hexahydrothieno[3,4-d]imidazol-4-yl]pentanoylamino]ethoxy]ethoxy]ethoxy]phenoxy]pyridine-3-carboxylic acid